1,N2-dihydroxyguanosine ON1C(C=2N=CN([C@H]3[C@H](O)[C@H](O)[C@@H](CO)O3)C2N=C1NO)=O